FC1=C(C(=C(C=C1)C1=CCC(CC1)C1CCC(CC1)CCC)F)C(F)(F)F 1,3-Difluoro-4-[4-(4-propylcyclohexyl)cyclohexen-1-yl]-2-(trifluoromethyl)benzene